N1N=CC2=CC=C(C=C12)CN(C1=CC(=NC=C1)COCCOCC1=CC(=CC=C1)OC)CC1=CC(=CC=C1)OC N-((1H-indazol-6-yl)methyl)-N-(3-methoxybenzyl)-2-((2-((3-methoxybenzyl)oxy)ethoxy)methyl)pyridin-4-amine